tert-butyl 3-(5-chloro-2-((1-(7-(4-(dimethylamino) but-2-enamido)-2-methylquinazolin-4-yl) pyrrolidin-3-yl) amino)-pyrimidin-4-yl)-1H-indole-1-carboxylate ClC=1C(=NC(=NC1)NC1CN(CC1)C1=NC(=NC2=CC(=CC=C12)NC(C=CCN(C)C)=O)C)C1=CN(C2=CC=CC=C12)C(=O)OC(C)(C)C